vinyl-pyrrolidine C(=C)N1CCCC1